(4-bromo-3-methyl-2-oxo-benzimidazol-1-yl)piperidine BrC1=CC=CC=2N(C(N(C21)C)=O)N2CCCCC2